NC1CCN(CC1)S(=O)(=O)C 4-amino-1-methanesulfonylpiperidine